C(#N)C=1C=NN2C1C(=CC(=C2)C=2C=NN(C2)C2CCN(CC2)C(=O)C2CCN(CC2)C(=O)OC(C)(C)C)OC tert-butyl 4-(4-(4-(3-cyano-4-methoxypyrazolo[1,5-a]pyridin-6-yl)-1H-pyrazol-1-yl)piperidine-1-carbonyl)piperidine-1-carboxylate